6-tert-butyl-10-methoxy-2-oxo-9-[1-(2,2,2-trifluoroethyl)-1H-pyrazol-4-yl]-6,7-dihydro-2H-pyrido[2,1-a]isoquinoline-3-carboxylic acid C(C)(C)(C)C1N2C(C3=CC(=C(C=C3C1)C=1C=NN(C1)CC(F)(F)F)OC)=CC(C(=C2)C(=O)O)=O